CC1=C(C(=C(C1(C)[Ir](Cl)Cl)C)C)C (pentamethylcyclopentadienyl)iridium (III) chloride